C(C)(C)(C)OC(=O)N(C(OC(C)(C)C)=O)CCOCCOCCOCCOCCO tertbutyl N-tert-butoxycarbonyl-N-[2-[2-[2-[2-(2-hydroxyethoxy)ethoxy]ethoxy]ethoxy] ethyl]carbamate